C(CCCCCCCCC)N(C(CCCCCCCCC)=O)CCCCCCCCN(C(C(CCN(C)C)F)=O)CCCCCCCC(=O)N(CCCCCCCCCC)CCCCCCCCCC N-DECYL-N-(8-(N-(8-(DIDECYLAMINO)-8-OXOOCTYL)-4-(DIMETHYLAMINO)-2-FLUOROBUTANAMIDO)OCTYL)DECANAMIDE